C(C)(C)(C)C1=NN(C(=C1)NC(C1=C(C=C(C=C1)C1=NOC(C1)(C(F)(F)F)C1=CC(=CC(=C1)Cl)Cl)C)=O)C N-(3-(tert-butyl)-1-methyl-1H-pyrazol-5-yl)-4-(5-(3,5-dichlorophenyl)-5-(trifluoromethyl)-4,5-dihydroisoxazol-3-yl)-2-methylbenzamide